CNCCC1=CNC2=NC=C(C=C21)OC(F)(F)F N-methyl-2-(5-(trifluoromethoxy)-1H-pyrrolo[2,3-b]pyridin-3-yl)ethan-1-amine